4-hydroxy-pyrrolidine-2-carboxylate OC1CC(NC1)C(=O)[O-]